sodium (2S)-pyrrolidine-2-carboxylate N1[C@@H](CCC1)C(=O)[O-].[Na+]